alpha-(1,1-dimethylethyl)-alpha-[4'-(trifluoromethoxy)[1,1'-biphenyl]-4-yl]-5-pyrimidinemethanol CC(C)(C)C(O)(C=1C=NC=NC1)C1=CC=C(C=C1)C1=CC=C(C=C1)OC(F)(F)F